C1(CC1)C1=NN(C=N1)C1CC2(CN(C2)C(=O)N2CC(C2)C2=CC=C(C=C2)C2=NN=C(N2)C2(CC2)C(F)(F)F)C1 [6-(3-cyclopropyl-1,2,4-triazol-1-yl)-2-azaspiro[3.3]heptan-2-yl]-[3-[4-[5-[1-(trifluoromethyl)cyclopropyl]-4H-1,2,4-triazol-3-yl]phenyl]azetidin-1-yl]methanone